N-(8-hydroxy-5H-chromeno[2,3-c]pyridin-5-yl)-2-oxo-6-(trifluoromethyl)-1,2-dihydropyridine-3-carboxamide OC1=CC=C2C(C3=C(C=NC=C3)OC2=C1)NC(=O)C=1C(NC(=CC1)C(F)(F)F)=O